C(CCCCCCCCCCCCCCCCCCC)OCCCCCCCCCCCCCCCCCCCC eicosyl ether